(piperidin-1-yl)-3-(m-tolyloxy)propan-2-ol 2-methyl-2-(methyldisulfanyl)propyl-(4-(((tert-butyldimethylsilyl)oxy)methyl)phenyl)carbamate CCC(CN(C(=O)OC(CN1CCCCC1)COC=1C=C(C=CC1)C)C1=CC=C(C=C1)CO[Si](C)(C)C(C)(C)C)SSC